C(OC=1C(=NC=CC1OC)C(N[C@H](C(=O)NN=C(C1=CC=C(C=C1)F)C1=CC=C(C=C1)F)C)=O)(OCC)=O (S)-2-((1-(2-(bis(4-fluorophenyl)methylene)hydrazineyl)-1-oxopropan-2-yl)carbamoyl)-4-methoxypyridin-3-yl ethyl carbonate